1-(5-bromo-3-(2,3-dichlorophenyl)-1H-pyrazolo[3,4-b]Pyrazin-6-yl)-4-methylpiperidin-4-ylcarbamic acid tert-butyl ester C(C)(C)(C)OC(NC1(CCN(CC1)C1=C(N=C2C(=N1)NN=C2C2=C(C(=CC=C2)Cl)Cl)Br)C)=O